C(C)(C)(C)C1=C(C(=C(C(=C1[In+2])C(C)(C)C)C(C)(C)C)C(F)(F)F)C(C)(C)C tetra-tert-butyl-(para-trifluoromethyl-phenyl)indium(III)